2-(1-methoxycyclobutyl)ethan-1-ol COC1(CCC1)CCO